tert-butyl 7,8-difluoro-3-oxo-3,4-dihydrobenzo[b][1,4]oxazepine-5(2H)-carboxylate FC1=CC2=C(OCC(CN2C(=O)OC(C)(C)C)=O)C=C1F